N-TRIS(hydroxymethyl)methyl-2-aminoethane-sulfonic acid OCC(NCCS(=O)(=O)O)(CO)CO